ClC1=CC=C(S1)CNC1=CC(=NN1)C1CCN(CC1)CC1=CN=NN1 N-[(5-chlorothiophen-2-yl)methyl]-3-[1-(1H-1,2,3-triazol-5-ylmethyl)piperidin-4-yl]-1H-pyrazol-5-amine